7-(o-tolyl)-indene C1(=C(C=CC=C1)C=1C=CC=C2C=CCC12)C